ClC1=C(C=C(C=C1N1CCNCC1)C#N)NC1=NC=2N(C(=N1)N(CC1=CC=C(C=C1)OC)CC)N=CC2C#N 2-{[2-chloro-5-cyano-3-(piperazin-1-yl)phenyl]amino}-4-{ethyl[(4-methoxyphenyl)methyl]amino}pyrazolo[1,5-a][1,3,5]triazine-8-carbonitrile